ClC=1C=C(C(=O)N2CC=3C(=NN4C3C(N(C[C@H]4C)[C@H](C)C=4C=NC(=CC4)[S@@](=O)(=NC)C)=O)C[C@H]2C)C=CC1Cl |o1:18,26| (3R,7R)-2-(3,4-dichlorobenzoyl)-9-((R*)-1-(6-((R*)-N,S-dimethylsulfonimidoyl)pyridin-3-yl)ethyl)-3,7-dimethyl-1,2,3,4,8,9-hexahydropyrido[4',3':3,4]pyrazolo[1,5-a]pyrazin-10(7H)-one